C([O-])([O-])=O.[Ca+2].[P+3] Phosphorus Calcium Carbonate